CC1C(=CC2=CC=CC(=C12)C)[Li] 1,7-dimethylindenyllithium